C(C(C)C)S(=O)(=O)C1=C(OC2=C(C=C(C=C2)C2=NOC(=N2)CN2C(N(C3(C2=O)CCN(CC3)C(CCC(=O)O)=O)CCN3CCOCC3)=O)C(F)(F)F)C=CC=C1 4-(3-((3-(4-(2-(isobutylsulfonyl)phenoxy)-3-(trifluoromethyl)phenyl)-1,2,4-oxadiazol-5-yl)methyl)-1-(2-morpholinoethyl)-2,4-dioxo-1,3,8-triazaspiro[4.5]decan-8-yl)-4-oxobutanoic acid